C(C)[C@@H]1CN(CCN1C1=CC(NC=C1)=O)C(=O)OC(C)(C)C Tert-Butyl (3R)-3-ethyl-4-(2-oxo-1,2-dihydropyridin-4-yl)piperazine-1-carboxylate